CN1CCC(CC1)C(=O)N1CCNCC1 (1-methylpiperidine-4-carbonyl)piperazine